CN1C(N(C2=C1C=C(C=C2)CN2CCN(CC2)C2CCNCC2)C2CNCCC2)=O 3-[3-methyl-2-oxo-5-[[4-(4-piperidyl)piperazin-1-yl]methyl]benzimidazol-1-yl]piperidine